N[C@H](CO)CN1N=C(N=N1)C1=CC(=CC=C1)[C@@H]1COC=2C(=NC=CC2)O1 (S)-2-amino-3-(5-(3-((R)-2,3-dihydro-[1,4]dioxino[2,3-b]pyridin-3-yl)phenyl)-2H-tetrazol-2-yl)propan-1-ol